CC1=C(C=CC=C1)N1C(N(C2=CC=CC=C2C1=O)C)=O 3-o-methylphenyl-1-methyl-quinazoline-2,4(1H,3H)-dione